(R)-3-(2-(3-(4-aminopyrido[3,2-d]pyrimidin-6-yl-2-d)phenyl)oxazol-5-yl)-3-hydroxy-1-methylpyrrolidin-2-one NC=1C2=C(N=C(N1)[2H])C=CC(=N2)C=2C=C(C=CC2)C=2OC(=CN2)[C@]2(C(N(CC2)C)=O)O